COC(C(CC)OC1=C(C(=CC(=C1)C(N)=O)[N+](=O)[O-])Cl)=O (5-carbamoyl-2-chloro-3-nitrophenoxy)butanoic acid methyl ester